(di-t-butylphenyl)-diphenylphosphonite C(C)(C)(C)C=1C(=C(C=CC1)P([O-])([O-])(C1=CC=CC=C1)C1=CC=CC=C1)C(C)(C)C